potassium icosanate salt C(CCCCCCCCCCCCCCCCCCC)(=O)[O-].[K+]